C(C)(C)(C)OC(=O)N1C(=CC=2C1=NC(=CC2)Cl)C2=CC(=CC=C2)OC(F)(F)F 6-chloro-2-(3-(trifluoromethoxy)phenyl)-1H-pyrrolo[2,3-b]pyridine-1-carboxylic acid tert-butyl ester